N1=CC(=CC2=CC=CN=C12)C=1C=CN2N=C(N=CC21)N[C@@H]2C[C@H](C2)N trans-N1-(5-(1,8-naphthyridin-3-yl)pyrrolo[2,1-f][1,2,4]triazin-2-yl)cyclobutane-1,3-diamine